C(C)OC(C1=CN=C(C=C1N1C[C@@](CC1)(C)NC(=O)OC(C)(C)C)C#N)=O (S)-4-(3-((tert-Butoxycarbonyl)amino)-3-methylpyrrolidin-1-yl)-6-cyanonicotinic acid ethyl ester